BrC=1C=C2C(=CNC2=C(C1F)N)F 5-bromo-3,6-difluoro-1H-indol-7-amine